4-amino-1-(1-(azetidin-3-yl)piperidin-4-yl)-1H-pyrazolo[3,4-d]pyrimidine NC1=C2C(=NC=N1)N(N=C2)C2CCN(CC2)C2CNC2